1-dipropylamino-1,1-dimethyl-disiloxane C(CC)N([Si](O[SiH3])(C)C)CCC